ClC1=C(C(=CC(=C1)OCOC)B1OC(C(O1)(C)C)(C)C)CCC(=O)O 3-(2-chloro-4-(methoxymethoxy)-6-(4,4,5,5-tetramethyl-1,3,2-dioxaborolan-2-yl)phenyl)propanoic acid